1-(1-aminopropyl)-3-butylimidazolium tetrafluoroborate F[B-](F)(F)F.NC(CC)N1C=[N+](C=C1)CCCC